ethyl 5-nitro-2-[4-[(2,2,2-trifluoroacetyl)oxymethyl]cyclohexyl]indazole-6-carboxylate [N+](=O)([O-])C1=CC2=CN(N=C2C=C1C(=O)OCC)C1CCC(CC1)COC(C(F)(F)F)=O